N[C@H](C(=O)O)CC1=CNC2=C(C=CC(=C12)F)[N+](=O)[O-] (S)-2-amino-3-(4-fluoro-7-nitro-1H-indol-3-yl)propanoic Acid